COC1=CC=C(C=C1)C(OC[C@]1(O[C@H](CN(C1)CCCCCCCCCCCCCCCC)N1C(NC(C(=C1)C)=O)=O)CO[Si](C(C)C)(C(C)C)C(C)C)(C1=CC=CC=C1)C1=CC=C(C=C1)OC 1-[(2R,6S)-6-[[bis(4-methoxyphenyl)-phenyl-methoxy]methyl]-4-hexadecyl-6-(triisopropylsilyloxymethyl)morpholin-2-yl]-5-methyl-pyrimidine-2,4-dione